3-(2,6-bis(benzyloxy)pyridin-3-yl)-6-(4-(5-((1r,4s)-4-(3-bromo-2-methylphenoxy)cyclohexyl)pentan-2-yl)piperazin-1-yl)-1-methyl-1H-indazole C(C1=CC=CC=C1)OC1=NC(=CC=C1C1=NN(C2=CC(=CC=C12)N1CCN(CC1)C(C)CCCC1CCC(CC1)OC1=C(C(=CC=C1)Br)C)C)OCC1=CC=CC=C1